NCC(C(=O)O)C β-Amino-Isobutyric Acid